5-(2-(2-morpholinoethoxy)phenyl)-1-(1H-benzo[d]imidazol-5-yl)imidazolidin-2-one O1CCN(CC1)CCOC1=C(C=CC=C1)C1CNC(N1C1=CC2=C(NC=N2)C=C1)=O